octafluorobutane dichloride [Cl-].[Cl-].FCC(C(C(F)(F)F)(F)F)(F)F